acetylsalicylic acid C(C)(=O)OC=1C(C(=O)O)=CC=CC1